O[C@@H]1[C@@H](CCC1)NC(=O)C=1C(N(N=C(C1)C1=CC=C(C=C1)C(F)(F)F)C=1C=NC=CC1)=O N-[(1R,2S)-2-Hydroxycyclopentyl]-3-oxo-2-(pyridin-3-yl)-6-[4-(trifluoromethyl)phenyl]-2,3-dihydropyridazine-4-carboxamide